6-(Dimethylamino)-N-{(1S)-1-[5-(2-methoxychinolin-3-yl)-1H-imidazol-2-yl]-7-oxononyl}spiro[2.5]octan-1-carboxamid CN(C1CCC2(CC2C(=O)N[C@@H](CCCCCC(CC)=O)C=2NC(=CN2)C=2C(=NC3=CC=CC=C3C2)OC)CC1)C